BrC=1N=CC=2N(C1)C(=CN2)C2=C(C(=O)N)C=CC=C2 (6-bromoimidazo[1,2-a]pyrazin-3-yl)benzamide